O1COC2=C1C=CC(=C2)C(=O)N2CC=1C(CC2)=C(N(N1)C)C1=CC=CC=C1 benzo[d][1,3]dioxol-5-yl-(2-methyl-3-phenyl-2,4,5,7-tetrahydro-6H-pyrazolo[3,4-c]pyridin-6-yl)methanone